N-[(6-Amino-2-pyridyl)sulfonyl]-5-fluoro-6-[(3S)-tetrahydrofuran-3-yl]oxy-2-[(4S)-2,2,4-trimethylpyrrolidin-1-yl]pyridin-3-carboxamid NC1=CC=CC(=N1)S(=O)(=O)NC(=O)C=1C(=NC(=C(C1)F)O[C@@H]1COCC1)N1C(C[C@@H](C1)C)(C)C